CN1N=NC(=C1)S(=O)(=O)N 1-methyl-1H-1,2,3-triazole-4-sulfonamide